6,7-difluoro-3-{1-(1-(2-oxo-2-piperazin-1-yl-ethyl)-1H-indol-5-yl)-1H-[1,2,3]triazol-4-yl}-1H-quinolin-2-one FC=1C=C2C=C(C(NC2=CC1F)=O)C=1N=NN(C1)C=1C=C2C=CN(C2=CC1)CC(N1CCNCC1)=O